OC(=O)C(F)(F)F.NC1=C(C=CC=C1)NC(C1=CC=C(C=C1)CN1CCC(CC1)CNC1C(C1)C1=CC=C(C=C1)C=1C=NN(C1)C)=O N-(2-aminophenyl)-4-((4-(((2-(4-(1-methyl-1H-pyrazol-4-yl)phenyl)cyclopropyl)amino)methyl)piperidin-1-yl)methyl)benzamide TFA Salt